(E)-6-(2-(1,2,3,5,6,7-hexahydropyrido[3,2,1-ij]quinolin-9-yl)vinyl)-3,4-dihydroxy-2H-pyran-2-one C1CCN2C3=C(C=C(C=C13)/C=C/C1=CC(=C(C(O1)=O)O)O)CCC2